N(=C=O)CC1(C2CCC(C1)C2)CCCN=C=O 2-isocyanatomethyl-2-(3-isocyanatopropyl)-bicyclo(2.2.1)-heptane